C(CCC)C1N(S(C2=C(N(C1)C1=CC=CC=C1)C=C(C(=C2)/C=C/C(=O)OCC)SC)(=O)=O)C ethyl (E)-3-(3-butyl-2-methyl-7-(methylthio)-1,1-dioxido-5-phenyl-2,3,4,5-tetrahydrobenzo[f][1,2,5]thiadiazepin-8-yl)acrylate